C(C)N1C=NC(=C1)B1OC(C(O1)(C)C)(C)C 1-ethyl-4-(4,4,5,5-tetramethyl-1,3,2-dioxaborolan-2-yl)-1H-imidazole